C1(CC1)C1=NNC(=N1)C1CC2(CN(C2)C(=O)N2CC3(C2)CN(C3)CC3=CC(=NO3)C(F)(F)F)C1 [6-(3-cyclopropyl-1H-1,2,4-triazol-5-yl)-2-azaspiro[3.3]heptan-2-yl]-[6-[[3-(trifluoromethyl)isoxazol-5-yl]methyl]-2,6-diazaspiro[3.3]heptan-2-yl]methanone